(S)-3-aminobutyronitrile-4,4,4-d3 N[C@H](CC#N)C([2H])([2H])[2H]